C1N(CC2=CC=CC=C12)CC1=CC=C(C2=C1N=CO2)OCC2CCN(CC2)S(=O)(=O)C 4-(Isoindolin-2-ylmethyl)-7-((1-(methylsulfonyl)piperidin-4-yl)methoxy)-benzo[d]oxazole